C(C)(C)(C)C1=C(C=CC(=C1)C(C)(C)C)OP(OC1=C(C=C(C=C1)C(C)(C)C)C(C)(C)C)C1=CC=C(C=C1)C1=CC=C(C=C1)P(OC1=C(C=C(C=C1)C(C)(C)C)C(C)(C)C)OC1=C(C=C(C=C1)C(C)(C)C)C(C)(C)C Tetrakis(2,4-di-tert-butylphenyl)-[1,1-biphenyl]-4,4'-diylbisphosphonite